N1=CC=CC2=CC=CC(=C12)NS(=O)(=O)C1=C(C=CC=C1)C(F)(F)F N-(quinolin-8-yl)-2-(trifluoromethyl)benzene-sulfonamide